3-tert-butyl-N-[(2E)-imidazolidin-2-ylidene]-4-{[3-(4-methylpentanoylamino(pentanamido))phenyl]amino}benzamide C(C)(C)(C)C=1C=C(C(=O)N=C2NCCN2)C=CC1NC1=CC(=CC=C1)NC(CCCCNC(CCC(C)C)=O)=O